N,N-diethyl-4-(7-((3-(4-morpholinopiperidin-1-yl)propyl)amino)thieno[3,2-b]pyridin-5-yl)benzamide C(C)N(C(C1=CC=C(C=C1)C1=CC(=C2C(=N1)C=CS2)NCCCN2CCC(CC2)N2CCOCC2)=O)CC